3-acetyl-6-chloroquinoxaline-2(1H)-one C(C)(=O)C=1C(NC2=CC=C(C=C2N1)Cl)=O